N[C@H]1CN(C[C@@H](C1)F)C(=O)C=1C=C(C=2N(C1)N=C(C2C)C=2N(C1=CC(=CC=C1C2)C(C)(C)O)CC2CC2)OC ((3R,5R)-3-Amino-5-fluoropiperidin-1-yl)(2-(1-(cyclopropylmethyl)-6-(2-hydroxypropan-2-yl)-1H-indol-2-yl)-4-methoxy-3-methylpyrazolo[1,5-a]pyridin-6-yl)methanone